ClC1=CC2=C(N=C(N=C2O)O)N=C1 6-chloropyrido[2,3-d]pyrimidine-2,4-diol